1-(2-chlorophenyl)-3-methyl-N-((1r,4r)-4-morpholinocyclohexyl)-1H-thieno[2,3-c]pyrazole-5-carboxamide ClC1=C(C=CC=C1)N1N=C(C2=C1SC(=C2)C(=O)NC2CCC(CC2)N2CCOCC2)C